2-(3-((R)-1-(4-methyl-4H-1,2,4-triazol-3-yl)propan-2-yl)phenyl)-6-(1-(tetrahydro-2H-pyran-2-yl)-1H-pyrazol-5-yl)-4-(trifluoromethyl)isoindolin-1-one CN1C(=NN=C1)C[C@@H](C)C=1C=C(C=CC1)N1C(C2=CC(=CC(=C2C1)C(F)(F)F)C1=CC=NN1C1OCCCC1)=O